5-chloro-6-iodo-3-((4-(4-(4-methylpiperazin-1-yl)piperidin-1-yl)phenyl)amino)pyrazine-2-carboxamide ClC=1N=C(C(=NC1I)C(=O)N)NC1=CC=C(C=C1)N1CCC(CC1)N1CCN(CC1)C